(2S,3R,5R)-3-(2-benzyloxyethyl)-4,5-dihydroxy-tetrahydrofuran C(C1=CC=CC=C1)OCC[C@@H]1CO[C@H](C1O)O